C(C)(C)(C)NC(=O)C1=NC=CC(=C1)NC(CC1=C(C=CC(=C1)C)O)=O N-tert-butyl-4-[[2-(2-hydroxy-5-methyl-phenyl)acetyl]amino]pyridine-2-carboxamide